N-(1-((1r,4r)-4-((1R,5S)-3-oxa-8-azabicyclo[3.2.1]oct-8-yl)cyclohexyl)-3-(2-(methylsulfonyl)ethoxy)-1H-pyrazol-4-yl)pyrimidin-2-amine [C@H]12COC[C@H](CC1)N2C2CCC(CC2)N2N=C(C(=C2)NC2=NC=CC=N2)OCCS(=O)(=O)C